C(C)(C)(C)OC(=O)N1CC2(CC1C(NC(CC=1C(NC=CC1)=O)C#N)=O)CCCC2 tert-butyl-3-((1-cyano-2-(2-oxo-1,2-dihydropyridin-3-yl)ethyl)carbamoyl)-2-azaspiro[4.4]nonane-2-carboxylate